[(3R,9aS)-3-(2,3-difluorophenyl)-3-hydroxy-1,4,6,7,9,9a-hexahydropyrazino[2,1-c][1,4]oxazin-8-yl]-(2-chloro-3-methoxy-phenyl)methanone FC1=C(C=CC=C1F)[C@@]1(CN2[C@H](CO1)CN(CC2)C(=O)C2=C(C(=CC=C2)OC)Cl)O